C(C)OC(=O)C=1C(=NC(=NC1)Cl)NC1CCC(CC1)=O 2-chloro-4-[(4-oxocyclohexyl)amino]pyrimidine-5-carboxylic acid ethyl ester